N-(5-Chloro-6-(1H-pyrazol-1-yl)pyridin-3-yl)-1-(isochinolin-4-yl)-5-(trifluoromethyl)-1H-pyrazol-4-carboxamid ClC=1C=C(C=NC1N1N=CC=C1)NC(=O)C=1C=NN(C1C(F)(F)F)C1=CN=CC2=CC=CC=C12